2-(3-fluoro-2-methoxyphenyl)propan-2-amine FC=1C(=C(C=CC1)C(C)(C)N)OC